(1S,3'R,6'R)-6-chloro-3,4-dihydro-2H,15'H-spiro[naphthalene-1,22'-[20]oxa[7,13]dithia[1,14]diazatetracyclo[14.7.2.03,6.019,24]pentacosa[16,18,24]trien]-15'-one 13',13'-dioxide ClC=1C=C2CCC[C@]3(COC4=CC=C5C(NS(CCCCCS[C@@H]6CC[C@@H]6CN(C3)C4=C5)(=O)=O)=O)C2=CC1